(S)-4-(4-acryloyl-2-methylpiperazin-1-yl)-1-(6-(bis(4-methoxybenzyl)amino)-2-isopropyl-4-methylpyridin-3-yl)-6-chloro-7-(2-fluorophenyl)pyrido[2,3-d]pyrimidin-2(1H)-one C(C=C)(=O)N1C[C@@H](N(CC1)C=1C2=C(N(C(N1)=O)C=1C(=NC(=CC1C)N(CC1=CC=C(C=C1)OC)CC1=CC=C(C=C1)OC)C(C)C)N=C(C(=C2)Cl)C2=C(C=CC=C2)F)C